N1=NC=CC2=C1C=CC(N2)=O pyrido[3,2-c]pyridazin-6-one